tetrahydro-2H-pyran-4-carbonitrile O1CCC(CC1)C#N